Cl.CN1C(C(CCC1=O)N1C(N(C2=C1C=CC(=C2)CCC2CCNCC2)C)=O)=O 1-methyl-3-(3-methyl-2-oxo-5-(2-(piperidin-4-yl)ethyl)-2,3-dihydro-1H-benzo[d]imidazol-1-yl)piperidine-2,6-dione hydrochloride